CC1=C(OCC2=C(C=CC=C2)[C@H](C(=O)NC)OC)C=C(C=C1)C (2R)-2-{2-[(2,5-dimethylphenoxy)methyl]phenyl}-2-methoxy-N-methylacetamid